C(#N)C1=CC=C(CNC(=O)C2=NN(C=3C(N(CCC32)CC3(CC3)S(=O)(=O)C(CNC(CN(C)C)=O)(C)C)=O)C)C=C1 N-(4-Cyanobenzyl)-6-((1-((1-(2-(dimethylamino)acetamido)-2-methylpropan-2-yl)sulfonyl)cyclopropyl)methyl)-1-methyl-7-oxo-4,5,6,7-tetrahydro-1H-pyrazolo[3,4-c]pyridine-3-carboxamide